C(C)OC=1C=C(C=CC1)N1C(N(C=2C1=NC=C(C2)C(=O)N[C@@](CS(=O)=O)(CC)C)C(C)C)=O 3-(3-ethoxyphenyl)-1-isopropyl-N-[(3R)-3-methyl-1,1-dioxo-thia-pent-3-yl]-2-oxo-imidazo[4,5-b]pyridine-6-carboxamide